C(#N)C=1C=NN(C1C1=CC(=C(C=C1)F)F)C1=NC=CC=C1 4-Cyano-5-(3,4-difluorophenyl)-1-(pyridin-2-yl)-1H-pyrazol